ethyl 2-acetamido-6,6-dibromo-7-oxo-4,5,6,7-tetrahydrobenzo[b]thiophene-3-carboxylate C(C)(=O)NC1=C(C2=C(S1)C(C(CC2)(Br)Br)=O)C(=O)OCC